N-((1R,3S,5s,7s)-2-(5-(3-cyano-6-(2-hydroxy-2-methylpropoxy)pyrazolo[1,5-a]pyridin-4-yl)pyrazin-2-yl)-2-azaadamantan-5-yl)-6-methoxynicotinamide C(#N)C=1C=NN2C1C(=CC(=C2)OCC(C)(C)O)C=2N=CC(=NC2)N2[C@@H]1CC3CC(C[C@@H]2C3)(C1)NC(C1=CN=C(C=C1)OC)=O